C(CCC)C1=C(C(=C(C(=N1)O)C(=O)N1CCN(CC1)CC1=C(C(=CC=C1)Cl)Cl)O)C1=C(C(=CC=C1)OC)OC 6-butyl-3-{4-[(2,3-dichlorophenyl)methyl]piperazine-1-carbonyl}-5-(2,3-dimethoxyphenyl)pyridine-2,4-diol